8-bromo-3-((1r,3r)-3-((tert-butyldimethylsilyl)oxy)cyclobutyl)-6-methyl-2-(methylsulfonyl)quinazolin-4(3H)-one BrC=1C=C(C=C2C(N(C(=NC12)S(=O)(=O)C)C1CC(C1)O[Si](C)(C)C(C)(C)C)=O)C